2'-chloro-5'-methoxy-6-methyl-N-(5-(tetrahydro-2H-pyran-2-carbonyl)-5,6-dihydro-4H-pyrrolo[3,4-d]thiazol-2-yl)-[4,4'-bipyridine]-3-carboxamide ClC1=NC=C(C(=C1)C1=C(C=NC(=C1)C)C(=O)NC=1SC2=C(N1)CN(C2)C(=O)C2OCCCC2)OC